C1(CCCCC1)P(C1=C(C=CC=C1)C1=C(C=CC=C1OC(C)C)OC(C)C)C1CCCCC1 2-dicyclohexylphosphino-2',6'-diiso-propoxy-1,1'-biphenyl